CS(=O)CCCCCCCN The molecule is a primary amino compound that is heptylamine in which one of the methyl hydrogens at position 7 has been replaced by a methylsulfinyl group. It has a role as a plant metabolite. It is a sulfoxide and a primary amino compound.